O1C(=C(O)C(=O)C=2C(O)=C(C(O)=CC12)CO)C1=CC(O)=C(O)C=C1 quercetin-methanol